BrC1=C(C=C2C(=NC(=NC2=C1F)N1CC(CC1)N(C)C)N1CCN(CC1)C(=O)OC(C)(C)C)Cl tert-butyl 4-(7-bromo-6-chloro-2-(3-(dimethylamino)pyrrolidin-1-yl)-8-fluoroquinazolin-4-yl)piperazin-1-carboxylate